COC1=C(CNCC(=O)O)C=CC(=C1)OC 2-((2,4-dimethoxybenzyl)amino)acetic acid